3-Fluoro-4-(4-(tert-amyl)phenoxy)aniline FC=1C=C(N)C=CC1OC1=CC=C(C=C1)C(C)(C)CC